ClC=1C=C2C(=C3C4(NC(NC13)=O)CCCCC4)OC(=C2)C(=O)NCC2=NC(=CC=C2)F 5'-chloro-N-[(6-fluoropyridin-2-yl)methyl]-7'-oxo-7',8'-dihydro-6'H-spiro[cyclohexane-1,9'-furo[2,3-f]quinazoline]-2'-carboxamide